cis-6-oxo-7-oxa-5-azaspiro[3.4]octane-2-carboxylic acid tert-butyl ester C(C)(C)(C)OC(=O)C1CC2(C1)NC(OC2)=O